(R,E)-N-(4-((4-([1,2,4]triazolo[1,5-a]pyridin-7-yloxy)-5-methyl-2-(trifluoromethoxy)phenyl)amino)-7-methoxyquinazolin-6-yl)-2-fluoro-3-(1-methylpyrrolidin-2-yl)acrylamide N=1C=NN2C1C=C(C=C2)OC2=CC(=C(C=C2C)NC2=NC=NC1=CC(=C(C=C21)NC(/C(=C\[C@@H]2N(CCC2)C)/F)=O)OC)OC(F)(F)F